ClC=1C=CC(=NC1)CC(=O)NC1=NNC(=C1)[C@@H]1C[C@@H](CC1)N(C([O-])=O)C1(CC1)C (1R,3S)-3-(3-{[(5-chloropyridin-2-yl)acetyl]amino}-1H-pyrazol-5-yl)cyclopentyl(1-methylcyclopropyl)carbamate